ClC1=CC=C2C(=N1)N=C(O2)N2CCN(CC2)C(=O)C=2C=NC(=C(C2)C)OCC2(COC2)F (4-(5-chlorooxazolo[4,5-b]pyridin-2-yl)piperazin-1-yl)(6-((3-fluorooxetan-3-yl)methoxy)-5-methylpyridin-3-yl)methanone